C(C)C1C(OC1)COCCC([SiH2]OCC)([SiH2]OCC)[SiH2]OCC 3-ethyl-[(tris-ethoxysilylpropoxy)methyl]oxetane